C1(CCCCC1)C(C)(C)OC(=O)C1C2C3C4C=CC(C3C(C1)C2)C4 8-(2-cyclohexyl-2-propoxycarbonyl)-tetracyclo[4.4.0.12,5.17,10]-3-dodecene